NC1=C(C(=NN1C1CC(C1)CN1CCC1)C1=CC=C2C=CC(=NC2=C1)C1=CC=CC=C1)C(=O)N 5-amino-1-((1r,3r)-3-(azetidin-1-ylmethyl)cyclobutyl)-3-(2-phenylquinolin-7-yl)-1H-pyrazole-4-carboxamide